4-(4-(morpholinomethyl)phenyl)-1H-imidazol O1CCN(CC1)CC1=CC=C(C=C1)C=1N=CNC1